(1r,4r)-N1-(5-Chloro-4-(6-(pyrimidin-5-ylamino)imidazo[1,2-a]pyridin-3-yl)pyrimidin-2-yl)cyclohexane-1,4-diamine ClC=1C(=NC(=NC1)NC1CCC(CC1)N)C1=CN=C2N1C=C(C=C2)NC=2C=NC=NC2